(S)-methyl 3-(3-bromophenyl)-3-((S)-4-methyl-2-(4-oxoquinazolin-3(4H)-yl)pentanamido)propanoate BrC=1C=C(C=CC1)[C@H](CC(=O)OC)NC([C@H](CC(C)C)N1C=NC2=CC=CC=C2C1=O)=O